CC1(CC2C(CC1)O2)C(=O)OC2CC1C(CC2)O1 4-Epoxycyclohexyl methyl-3,4-epoxycyclohexanecarboxylate